FC(S(=O)(=O)[O-])(F)F.C(C)OP(=O)(C)C[N+]1=CC=C(C=C1)C1=NC=NS1 5-[1-[[ethoxy(methyl)phosphoryl]methyl]pyridin-1-ium-4-yl]-1,2,4-thiadiazole trifluoromethanesulfonate